(Z,Z)-7,11-hexadecadienol C(CCCCC\C=C/CC\C=C/CCCC)O